C(C)(C)(C)[C@@]1(N(C[C@H](C1)C1=C(C(=CC=C1OC)Cl)Cl)C(=O)OC(C)NC(C)C=1OC2=C(C1)C=CC=C2OCC)CC2C(OC(OC2=O)(C)C)=O ((1-(7-ethoxybenzofuran-2-yl)ethyl)amino)ethanol tert-butyl-(2S,4R)-4-(2,3-dichloro-6-methoxyphenyl)-2-[(2,2-dimethyl-4,6-dioxo-1,3-dioxan-5-yl)methyl]pyrrolidine-1-carboxylate